N[C@@]1([C@@H](OCC12CCN(CC2)C=2C(=NC(=CN2)SC2=C(C(=CC=C2)Cl)Cl)O)C)[2H] 3-((3S,4S)-4-amino-3-methyl-2-oxa-8-azaspiro[4.5]decan-8-yl-4-d)-6-((2,3-dichlorophenyl)thio)pyrazin-2-ol